1-((1-(2-(4-Fluorophenyl)-2-oxoethyl)piperidin-4-yl)methyl)-3-(6-methoxypyridin-3-yl)-1-methylurea FC1=CC=C(C=C1)C(CN1CCC(CC1)CN(C(=O)NC=1C=NC(=CC1)OC)C)=O